[Si](C1=CC=CC=C1)(C1=CC=CC=C1)(C(C)(C)C)OCCCCCCC(C(=O)OCC1=CC=CC=C1)(C(=O)OC(C)(C)C)C 1-benzyl 3-(tert-butyl) 2-(6-((tert-butyldiphenylsilyl)oxy)hexyl)-2-methylmalonate